trimesic acid tri(tert-butylamide) C(C)(C)(C)NC(C1=CC(C(=O)NC(C)(C)C)=CC(C(=O)NC(C)(C)C)=C1)=O